CC1=C2C=C(N(C2=CC=C1)C[C@H](C)N1CCN(CC1)S(=O)(=O)C)C#N 4-methyl-1-[(2S)-2-(4-methyl-sulfonylpiperazin-1-yl)propyl]indole-2-carbonitrile